3-phenyl-1,4,2-dioxazole-5-one C1(=CC=CC=C1)C1=NOC(O1)=O